C(C)(C)(C)OC(=O)N1[C@@H](C[C@H](CC1)N1C=CC=2C(=NC=3C(=C(C(=CC3C21)Cl)Br)F)OC[C@H]2N(CCC2)C)CCO (2S,4S)-4-(7-bromo-8-chloro-6-fluoro-4-(((S)-1-methylpyrrolidin-2-yl)methoxy)-1H-pyrrolo[3,2-c]quinolin-1-yl)-2-(2-hydroxyethyl)piperidine-1-carboxylic acid tert-butyl ester